3,3-difluorocyclobutyl 6-(4-((4-(1H-pyrazol-4-yl)phenyl)amino) pyrimidin-2-yl)-3,4-dihydroisoquinoline-2(1H)-carboxylate N1N=CC(=C1)C1=CC=C(C=C1)NC1=NC(=NC=C1)C=1C=C2CCN(CC2=CC1)C(=O)OC1CC(C1)(F)F